4-[1-(5-fluoro-2-oxo-1H-quinazolin-4-yl)-2,3,4,5-tetrahydro-1-benzazepin-6-yl]-2,2-dimethyl-but-3-ynenitrile FC1=C2C(=NC(NC2=CC=C1)=O)N1CCCCC2=C1C=CC=C2C#CC(C#N)(C)C